7-(3-(hydroxymethyl)phenyl)-4-(3,4,5-trimethoxybenzoyl)-3,4-dihydroquinoxalin-2(1H)-one OCC=1C=C(C=CC1)C1=CC=C2N(CC(NC2=C1)=O)C(C1=CC(=C(C(=C1)OC)OC)OC)=O